(Naphthalen-1-yl)-3-oxo-2-(4-sulfamoylbenzyl)propionic acid ethyl ester C(C)OC(C(C=O)(CC1=CC=C(C=C1)S(N)(=O)=O)C1=CC=CC2=CC=CC=C12)=O